C(CCCCCCCCCCC)C1=CC=C(C=C1)S(=O)(=O)[O-].[Na+] sodium p-dodecylbenzenesulfonate